C1(CC1)CN1C(=NC2=C1C=CC=C2)CN2C1=C(OCC2=O)C=CC(=C1)C(=O)NO 4-((1-(cyclopropylmethyl)-1H-benzo[d]imidazol-2-yl)methyl)-N-hydroxy-3-oxo-3,4-dihydro-2H-benzo[b][1,4]oxazine-6-carboxamide